NC1=CC=C(C=C1)[C@@H]1CN(CCC1)C(=O)OC(C)(C)C |r| racemic-tert-butyl 3-(4-aminophenyl)piperidin-1-carboxylate